2-[1-oxo-7-(4,4,5,5-tetramethyl-1,3,2-dioxaborolan-2-yl)-1,2,3,4-tetrahydroisoquinolin-2-yl]acetic acid tert-butyl ester C(C)(C)(C)OC(CN1C(C2=CC(=CC=C2CC1)B1OC(C(O1)(C)C)(C)C)=O)=O